C(C)OC1=NC=CC(=C1)CN1CCC2(CC1)COC1=C3CN(C(C3=CC=C12)=O)C1C(NC(CC1)=O)=O 3-(1'-((2-ethoxypyridin-4-yl)methyl)-6-oxo-6,8-dihydro-2H,7H-spiro[furo[2,3-e]isoindole-3,4'-piperidin]-7-yl)piperidine-2,6-dione